O1CC[C@@H](C2=CC=CC=C12)NC(=O)C1=CC2=C(N=C(S2)N2CCNCC2)C(=C1)OC (S)-N-(chroman-4-yl)-4-methoxy-2-(piperazin-1-yl)benzo[d]thiazole-6-carboxamide